2-chloro-7-(3,3,4,4-tetrafluoropyrrolidin-1-yl)-5-((2-(trimethylsilyl)ethoxy)methyl)-5H-pyrrolo[3,2-d]pyrimidine ClC=1N=CC2=C(N1)C(=CN2COCC[Si](C)(C)C)N2CC(C(C2)(F)F)(F)F